4-(3,5-dimethoxy-4-(piperazin-1-ylmethyl)phenyl)-6-methyl-1,6-dihydro-7H-pyrazolo[3,4-c]pyridin-7-one COC=1C=C(C=C(C1CN1CCNCC1)OC)C=1C2=C(C(N(C1)C)=O)NN=C2